8-((1-(4-aminophenyl)piperidin-4-yl)methyl)-2-(5-((5-chloro-4-(3-cyclopropylpiperidin-1-yl)pyrimidin-2-yl)amino)pyridin-3-yl)-2,8-diazaspiro[4.5]decan-1-one NC1=CC=C(C=C1)N1CCC(CC1)CN1CCC2(CCN(C2=O)C=2C=NC=C(C2)NC2=NC=C(C(=N2)N2CC(CCC2)C2CC2)Cl)CC1